N-[2-({4-[3-(3,5-dichlorophenyl)-1H-pyrrolo[3,2-b]pyridin-2-yl]pyridin-3-yl}oxy)ethyl]-N-methylprop-2-enamide ClC=1C=C(C=C(C1)Cl)C1=C(NC=2C1=NC=CC2)C2=C(C=NC=C2)OCCN(C(C=C)=O)C